2-[[7-[1-(azetidin-3-yl)-6-chloro-3,4-dihydro-2H-quinolin-8-yl]thieno[3,2-b]pyridin-2-yl]methyl]-4-methyl-pyridazin-3-one, formic acid salt C(=O)O.N1CC(C1)N1CCCC2=CC(=CC(=C12)C1=C2C(=NC=C1)C=C(S2)CN2N=CC=C(C2=O)C)Cl